P(=O)(O)(O)OCC(=O)CO phosphoglycerone